2-hexyldecanoate C(CCCCC)C(C(=O)[O-])CCCCCCCC